FC1=C2CN(CC2=CC(=C1)F)C(=O)NC1=CC=C(C=C1)C12CC(C1)(C2)C(=O)OC methyl 3-(4-(4,6-difluoroisoindoline-2-carboxamido)phenyl)bicyclo[1.1.1]pentane-1-carboxylate